(S)-2-(3-((methylsulfonyl)methyl)bicyclo[1.1.1]pentan-1-yl)hexahydroimidazo[1,5-a]pyrazine CS(=O)(=O)CC12CC(C1)(C2)N2CN1[C@@H](CNCC1)C2